FC1=C(C=C(C=C1)OCC(F)(F)F)[C@@H](C)N |r| (±)-1-(2-fluoro-5-(2,2,2-trifluoroethoxy)phenyl)ethan-1-amine